FC1(CN(CC1)CCN(C=1C=NC=C(C1)NC1=NC=C(C(=N1)OC)C1=CC=C(C=C1)C=1N=NC=CC1C)C)F N3-[2-(3,3-difluoropyrrolidin-1-yl)ethyl]-N5-{4-methoxy-5-[4-(4-methylpyridazin-3-yl)phenyl]pyrimidin-2-yl}-N3-methylpyridine-3,5-diamine